ETHYL-5-CYCLOPENTADECEN-1-ONE C(C)C1C(CCCCCCCCCC=CCC1)=O